(4-((7-fluoro-3-(4-hydroxyphenylethyl)-2,4-dioxo-3,4-dihydroquinazolin-1(2H)-yl)methyl)phenyl)-N-hydroxyacrylamide FC1=CC=C2C(N(C(N(C2=C1)CC1=CC=C(C=C1)C(C(=O)NO)=C)=O)CCC1=CC=C(C=C1)O)=O